CC=1C=C(C=CC1C(C)C)O 3-Methyl-4-(1-methylethyl)-phenol